C(C)(C)(C)[C@@]12[C@H](NC[C@H](CC1)N2)CO tert-Butyl-(1R,2S,5S)-2-(hydroxymethyl)-3,8-diazabicyclo[3.2.1]octan